1,2-bis-di-tert-butylphosphinoxylene C(C)(C)(C)P(C1(C(C=CC=C1)(C)P(C(C)(C)C)C(C)(C)C)C)C(C)(C)C